N-(6-{5-[(1S)-1-Aminoethyl]-3-(dimethylamino)-1H-1,2,4-triazol-1-yl}pyridin-3-yl)-N-methylcyclopropanecarboxamide hydrochloride Cl.N[C@@H](C)C1=NC(=NN1C1=CC=C(C=N1)N(C(=O)C1CC1)C)N(C)C